cyanobiphenolAl C(#N)C1=C(C(=C(C=C1)O)C=1C(=CC=CC1)O)C=O